N,N'-bis(2-hydroxybenzyl)ethylenediamine OC1=C(CNCCNCC2=C(C=CC=C2)O)C=CC=C1